[N+](=O)([O-])CCC1=CC=C(C=C1)B(O)O 4-(2-nitroethyl)phenylboronic acid